C(C1=CC=CC=C1)N([C@@H](CC(=O)OCC)C1=CC(=C(C=C1)OC)F)[C@@H](C)C1=CC=CC=C1 Ethyl (S)-3-(benzyl((S)-1-phenylethyl)amino)-3-(3-fluoro-4-methoxyphenyl)propanoate